(S)-6-(1-amino-1,3-dihydro-spiro[inden-2,4'-piperidin]-1'-yl)-3-(1-(2-amino-5-fluoropyridin-3-yl)vinyl)-1H-pyrazolo[3,4-d]pyrimidin-4(5H)-one N[C@@H]1C2=CC=CC=C2CC12CCN(CC2)C=2NC(C1=C(N2)NN=C1C(=C)C=1C(=NC=C(C1)F)N)=O